C(#N)C1=C(C=C(C=C1)NC(C(C)N1N=CC(=C1)C#CC1CN(C1)C=1C=C2C(N(C(C2=CC1)=O)C1C(NC(CC1)=O)=O)=O)=O)C(F)(F)F N-(4-cyano-3-(trifluoromethyl)phenyl)-2-(4-((1-(2-(2,6-dioxopiperidin-3-yl)-1,3-dioxoisoindoline-5-yl)azetidin-3-yl)ethynyl)-1H-pyrazol-1-yl)propionamide